C(CC)OC(C[C@@H](C)O)=O R-(-)-3-hydroxybutyric acid propyl ester